ClC=1C=CC=C2C=C(N=CC12)O[Si](C(C)C)(C(C)C)C(C)C 8-chloro-3-(triisopropylsiloxy)isoquinoline